N1(CCOCC1)CC(=O)N[C@@](NC(CCCC1=CC=CC=C1)=O)(CC(C)C)C(=O)N[C@@H](CC1=CC=CC=C1)C(=O)O (alphaS)-alpha-[(4-morpholinylacetyl)amino]phenylbutyryl-L-leucyl-L-phenylalanine